3-Chloro-1-(2-fluoroethyl)-5-nitropyridin-2(1H)-one ClC=1C(N(C=C(C1)[N+](=O)[O-])CCF)=O